6-[1-(2-fluoro-6-methyl-phenyl)-piperidin-4-yl]-4-(2-trifluoromethyl-benzyl)-1-(2-trimethylsilyl-ethoxymethyl)-1,4,6,7-tetrahydro-pyrazolo[4,3-d]pyrimidin-5-one FC1=C(C(=CC=C1)C)N1CCC(CC1)N1C(N(C2=C(C1)N(N=C2)COCC[Si](C)(C)C)CC2=C(C=CC=C2)C(F)(F)F)=O